BrC=1NC2=CC=C(C=C2C1CC(=O)N1C2C=CC(C1)C2(C)C)OC 2-(2-bromo-5-methoxy-1H-indol-3-yl)-1-(7,7-dimethyl-2-azabicyclo[2.2.1]hept-5-en-2-yl)ethan-1-one